methyl 2-[(3S)-1-(2-ethyl-6-{5-[(methanesulfonyloxy)methyl]-1-methyl-4,5-dihydro-1H-1,2,3-triazol-4-yl}pyridin-3-yl)pyrrolidin-3-yl]-2-methylpropanoate C(C)C1=NC(=CC=C1N1C[C@@H](CC1)C(C(=O)OC)(C)C)C1N=NN(C1COS(=O)(=O)C)C